C1(=CC=CC=C1)C(C(=O)N[C@@H](CCCN)C(=O)O)C1=CC=CC=C1 (+)-diphenylacetylornithine